3-(azido(4-bromophenyl)methyl)-1-(3-fluoropropyl)azetidine N(=[N+]=[N-])C(C1CN(C1)CCCF)C1=CC=C(C=C1)Br